4-(Benzyloxy)-6-ethenyl-2,2-dimethyl-hexahydrocyclopenta[d][1,3]dioxol C(C1=CC=CC=C1)OC1CC(C2OC(OC21)(C)C)C=C